(S)-1-(3-chlorophenyl)-3-(6-(methylsulfonyl)isoquinolin-4-yl)-2-oxoimidazolidine-4-carbonitrile ClC=1C=C(C=CC1)N1C(N([C@@H](C1)C#N)C1=CN=CC2=CC=C(C=C12)S(=O)(=O)C)=O